2'-bromo-3-chloro-4-((3,5-difluoropyridin-2-yl)methoxy)-5',6-dimethyl-2H-[1,4'-bipyridine] BrC1=NC=C(C(=C1)N1CC(=C(C=C1C)OCC1=NC=C(C=C1F)F)Cl)C